N-methyl-1-{trans-4-[methyl(7H-pyrrolo[2,3-d]pyrimidin-4-yl)amino]cyclohexyl}-methanesulfonamide CNS(=O)(=O)C[C@@H]1CC[C@H](CC1)N(C=1C2=C(N=CN1)NC=C2)C